(R)-4-amino-N-(cyclopropylmethyl)-N-(5-(trifluoromethyl)-2,3-dihydro-1H-inden-1-yl)imidazo[1,5-a]quinoxaline-8-carboxamide NC=1C=2N(C3=CC(=CC=C3N1)C(=O)N([C@@H]1CCC3=CC(=CC=C13)C(F)(F)F)CC1CC1)C=NC2